(3R,4R)-4-(((7-((tert-butoxycarbonyl)(3-Nitrophenyl)amino)-3-isopropylpyrazolo[1,5-a]pyrimidin-5-yl)amino)methyl)-3-hydroxypiperidine-1-carboxylic acid tert-butyl ester C(C)(C)(C)OC(=O)N1C[C@@H]([C@H](CC1)CNC1=NC=2N(C(=C1)N(C1=CC(=CC=C1)[N+](=O)[O-])C(=O)OC(C)(C)C)N=CC2C(C)C)O